guanosine mono-phosphate P(=O)(O)(O)OC[C@@H]1[C@H]([C@H]([C@@H](O1)N1C=NC=2C(=O)NC(N)=NC12)O)O